C1(CC1)C=1N=C2C(=NC(=NC2=NC1C(=O)[O-])C1C[C@@H](OCC1)C=1C=NN(C1)C1CC1)C1=C(C=C(C=C1)F)F 6-cyclopropyl-2-[(2R)-2-(1-cyclopropylpyrazol-4-yl)tetrahydropyran-4-yl]-4-(2,4-difluorophenyl)pteridine-7-carboxylate